CC1=NC2=C(N1)C=CC(=C2)NC2=NC1=C(C=CC=C1C=N2)OC2CCC(CC2)O 4-({2-[(2-methyl-1H-benzo[d]imidazol-5-yl)amino]quinazolin-8-yl}oxy)cyclohexanol